N-(5-((S)-1-(((R)-tert-butylsulfinyl)amino)ethyl)-6-phenylpyridazin-3-yl)trimethylacetamide C(C)(C)(C)[S@@](=O)N[C@@H](C)C=1C=C(N=NC1C1=CC=CC=C1)NC(C(C)(C)C)=O